(5-(8-(2-hydroxyethoxy)-4-(pyrrolidin-1-ylmethyl)-1,5-naphthyridin-2-yl)-1-oxoisoindolin-2-yl)piperidine-2,6-dione OCCOC=1C=CN=C2C(=CC(=NC12)C=1C=C2CN(C(C2=CC1)=O)N1C(CCCC1=O)=O)CN1CCCC1